1-(1-(tert-butoxycarbonyl)piperidin-4-yl)-1H-pyrazol C(C)(C)(C)OC(=O)N1CCC(CC1)N1N=CC=C1